(M)-6-chloro-7-(2-fluorophenyl)-1-(4-methyl-2-(2-propanyl)-3-pyridinyl)-4-((1R,4R)-5-(2-propenoyl)-2,5-diazabicyclo[2.2.2]octan-2-yl)pyrido[2,3-d]pyrimidin-2(1H)-one ClC1=CC2=C(N(C(N=C2N2[C@H]3CN([C@@H](C2)CC3)C(C=C)=O)=O)C=3C(=NC=CC3C)C(C)C)N=C1C1=C(C=CC=C1)F